4-[(3S,5S)-3-amino-5-fluoropiperidin-1-yl]-5-fluoro-2,3-dimethyl-1H-indole-7-carboxamide hydrochloride Cl.N[C@@H]1CN(C[C@H](C1)F)C1=C2C(=C(NC2=C(C=C1F)C(=O)N)C)C